[Zn].[Sb].[Pb] lead-antimony zinc